SC(CSSCC(CS)S)CS Bis(2,3-dimercaptopropyl) disulfide